N,N'-Dimethyl-1,3-diaminopropan CNCCCNC